(S)-1'-(5-(1H-indol-7-yl)pyrazin-2-yl)-5-ethyl-1,3-dihydrospiro[indene-2,4'-piperidin]-1-amine N1C=CC2=CC=CC(=C12)C=1N=CC(=NC1)N1CCC2(CC1)[C@@H](C1=CC=C(C=C1C2)CC)N